7-methyl-1-[[3-[(1R,5S,6r)-3-(3-methoxyphenyl)-3-azabicyclo[3.1.0]hexan-6-yl]-1,2,4-oxadiazol-5-yl]methyl]purin-6-one CN1C=NC=2N=CN(C(C12)=O)CC1=NC(=NO1)C1[C@H]2CN(C[C@@H]12)C1=CC(=CC=C1)OC